1-(methyl-1H-pyrazol-4-yl)benzamide CN1N=CC(=C1)C1(C(=O)N)CC=CC=C1